(3β)-17-(3-pyridinyl)androsta-5,16-dien-3-ol N1=CC(=CC=C1)C=1[C@]2(C)[C@@H](CC1)[C@@H]1CC=C3C[C@H](CC[C@]3(C)[C@H]1CC2)O